FC(O[C@H]1C[C@H](CCC1)NC(CN1C=NC2=C(C1=O)N(N=C2NC2=CC=C(C=C2)C(F)(F)F)C)=O)F N-((1S,3R)-3-(difluoromethoxy)cyclohexyl)-2-(1-methyl-7-oxo-3-((4-(trifluoromethyl)phenyl)amino)-1,7-dihydro-6H-pyrazolo[4,3-d]pyrimidin-6-yl)acetamide